N-Hydroxy-2-(2-(2,3,4-trimethoxyphenyl)acetamido)-acetamide ONC(CNC(CC1=C(C(=C(C=C1)OC)OC)OC)=O)=O